FC=1C(=CC=2C3=C(N=C(C2C1)OC)COC[C@H]3NC)F (S)-8,9-difluoro-6-methoxy-N-methyl-1,4-dihydro-2H-pyrano[3,4-c]Isoquinolin-1-amine